C(C)(C)C1CCC=C(C1)CCC1OCCO1 2-(2-(5-Isopropylcyclohex-1-en-1-yl)ethyl)-1,3-dioxacyclopentane